N-(1-(2-(3-Morpholino-5-(trifluoromethyl)benzyl)-2,8-diazaspiro[4.5]decane-8-carbonyl)-1H-pyrazol-3-yl)methanesulfonamide O1CCN(CC1)C=1C=C(CN2CC3(CC2)CCN(CC3)C(=O)N3N=C(C=C3)NS(=O)(=O)C)C=C(C1)C(F)(F)F